5-chloro-3-isopropyl-N-(quinolin-2-ylmethyl)pyrazolo[1,5-a]pyrimidin-7-amine ClC1=NC=2N(C(=C1)NCC1=NC3=CC=CC=C3C=C1)N=CC2C(C)C